[Ce].[As] arsenic-cerium